9-dodecene-1-yl acetate C(C)(=O)OCCCCCCCCC=CCC